(R)-9-(2-fluoro-5-((1-(3-fluoropropyl)pyrrolidin-3-yl)oxy)phenyl)-8-phenyl-6,7-dihydro-5H-benzo[7]annulene-3-carboxylic acid, hydrochloride Cl.FC1=C(C=C(C=C1)O[C@H]1CN(CC1)CCCF)C1=C(CCCC2=C1C=CC(=C2)C(=O)O)C2=CC=CC=C2